NC=1C(=C(C(=C(C(=O)NC=2C(=CC(=C(C2)N2N=NC(=C2)C(=O)NC2CCOCC2)F)N2C[C@@H](N([C@@H](C2)C)C)C)C1)Cl)C)F 1-(5-(5-amino-2-chloro-4-fluoro-3-methylbenzamido)-2-fluoro-4-((3S,5R)-3,4,5-trimethylpiperazin-1-yl)phenyl)-N-(tetrahydro-2H-pyran-4-yl)-1H-1,2,3-triazole-4-carboxamide